(S,E)-3-(4-(dimethylamino)but-2-enoyl)-8-nitro-1,2,3,4,4a,5-hexahydrobenzo[b]pyrazino[1,2-d][1,4]oxazine-9-carbonitrile CN(C/C=C/C(=O)N1C[C@@H]2N(C3=C(OC2)C=C(C(=C3)C#N)[N+](=O)[O-])CC1)C